FC1=C(C=CC=C1)C(=O)N1CCC2(C(N3[C@H](O2)CC[C@H]3C3=CC(=CC=C3)F)=O)CC1 (5'S,7a'R)-1-(2-fluorobenzene-1-carbonyl)-5'-(3-fluorophenyl)tetrahydro-3'H-spiro[piperidine-4,2'-pyrrolo[2,1-b][1,3]oxazol]-3'-one